silicon magnesium compound with silicon dioxide [Si](=O)=O.[Mg].[Si]